(biphenylyl)(dibenzothiophenyl)(diphenylfluorenyl)amine C1(=C(C=CC=C1)N(C1=C(C(=CC=2C3=CC=CC=C3CC12)C1=CC=CC=C1)C1=CC=CC=C1)C1=CC=CC=2SC3=C(C21)C=CC=C3)C3=CC=CC=C3